N-[4-[(3-methoxy-7-morpholino-1,6-naphthyridin-5-yl)oxy]cyclohexyl]-6-methyl-pyridin-3-amine COC=1C=NC2=CC(=NC(=C2C1)OC1CCC(CC1)NC=1C=NC(=CC1)C)N1CCOCC1